2-(4-(methoxycarbonyl)phenyl)-4-(5-(trifluoromethyl)thiophen-3-yl)piperidine COC(=O)C1=CC=C(C=C1)C1NCCC(C1)C1=CSC(=C1)C(F)(F)F